1-(2,6-difluorobenzyl)-3-(6-(difluoromethoxy)pyridazin-3-yl)-5-((dimethylamino)methyl)-6-(4-nitrophenyl)thieno[2,3-d]pyrimidine-2,4(1H,3H)-dione FC1=C(CN2C(N(C(C3=C2SC(=C3CN(C)C)C3=CC=C(C=C3)[N+](=O)[O-])=O)C=3N=NC(=CC3)OC(F)F)=O)C(=CC=C1)F